FC(C(=O)O)(F)F.NCC(CC=1N(C(NN1)=O)C1=C(C=C(C=C1)C1=CC2=C(OCO2)C=C1)F)=C(F)F [2-(aminomethyl)-3,3-difluoro-allyl]-4-[4-(1,3-benzodioxol-5-yl)-2-fluoro-phenyl]-1,2,4-triazol-3-one trifluoroacetate salt